ClC=1N=C(C2=C(N1)C=CN2S(=O)(=O)C2=CC=C(C)C=C2)N2[C@@H](CCC2)C(=O)N (S)-1-(2-chloro-5-tosyl-5H-pyrrolo[3,2-d]pyrimidin-4-yl)pyrrolidine-2-carboxamide